CCS(=O)(=O)O.C(C=C)(=O)O acrylic acid 2-ethanesulfonate